2-[1-(2-ethylsulfanyl-6-methyl-4-oxo-chromen-8-yl)ethylamino]benzoic acid C(C)SC=1OC2=C(C=C(C=C2C(C1)=O)C)C(C)NC1=C(C(=O)O)C=CC=C1